N-[1-[5-(3-chlorophenyl)-7H-pyrrolo[2,3-d]pyrimidin-4-yl]piperidin-4-yl]acetamide ClC=1C=C(C=CC1)C1=CNC=2N=CN=C(C21)N2CCC(CC2)NC(C)=O